O1COC(C2=C1C=CC=C2)CNCC2=CC=CC=C2 N-(1,3-benzodioxan-4-ylmethyl)-1-phenyl-methanamine